C1(=CC=CC=C1)C1C(OCC1)=O phenyl-dihydrofuran-2(3H)-one